6-fluoro-2H-chromen-3-carboxamide FC=1C=C2C=C(COC2=CC1)C(=O)N